NC1=CC2=C(NC(=N2)C(=O)NC2CCN(CC2)C)C=C1 5-Amino-N-(1-methylpiperidin-4-yl)-1H-benzo[d]imidazole-2-carboxamide